C(C)(C)(C)[C@]12[C@H](C(C[C@@H](CC1)N2C(=O)OCC(C)(C)N)(OC)OC)OCC2=CC=CC=C2 |r| 2-amino-2-methyl-1-propanol tert-butyl-(1S*,2R*,5R*)-(±)-2-(benzyloxy)-3,3-dimethoxy-8-azabicyclo[3.2.1]octane-8-carboxylate